1-(1-tosyl-4,5,6,7-tetrahydro-1H-indol-6-yl)ethan-1-ol S(=O)(=O)(C1=CC=C(C)C=C1)N1C=CC=2CCC(CC12)C(C)O